(S)-2-{[7-(2-trifluoromethylbenzyloxy)benzo[d][1,3]dioxol-4-yl]methylamino}propanamide FC(C1=C(COC2=CC=C(C3=C2OCO3)CN[C@H](C(=O)N)C)C=CC=C1)(F)F